C(CN(CC(=O)O)CC(=O)O)N(CC(=O)O)CC(=O)O.[Fe].[Na] natrium-iron ethylenediaminetetraacetic acid